(3-(3-(4-(((1H-benzo[d]imidazol-2-yl)amino)methyl)benzyl)isoxazol-5-yl)-2-aminopyridin-1-ium-1-yl)methyl hydrogen phosphate P(=O)(OC[N+]1=C(C(=CC=C1)C1=CC(=NO1)CC1=CC=C(C=C1)CNC1=NC2=C(N1)C=CC=C2)N)(O)[O-]